N(C(=N)N)CC1=CC=C(C=C1)NC(=O)C1=CN=C(S1)C=1CCN(CC1)C(N)=N N-[4-(carbamimidamidomethyl)phenyl]-2-(1-carbamimidoyl-1,2,3,6-tetrahydropyridin-4-yl)-1,3-thiazole-5-carboxamide